ClC=1C=CC(=C(C1)NC(=S)NCCC1=CC(=CC=C1)OC)OC N-(5-chloro-2-methoxyphenyl)-N'-(3-methoxyphenethyl)thiourea